tert-butyl N-[6-[4-[1-(2,6-dioxo-3-piperidyl)-3-methyl-2-oxo-benzimidazol-5-yl]piperidine-1-carbonyl]tetrahydropyran-3-yl]carbamate O=C1NC(CCC1N1C(N(C2=C1C=CC(=C2)C2CCN(CC2)C(=O)C2CCC(CO2)NC(OC(C)(C)C)=O)C)=O)=O